C(CCCCCCC)NC([O-])=O n-octyl-carbamat